FC1=CC(=C(C=C1)NC1=CN=C(C=C1C(=O)NC=1C(=NC(=CC1)OC)C)C(F)(F)F)C(C)C 5-((4-fluoro-2-isopropylphenyl)-amino)-N-(6-methoxy-2-meth-ylpyridin-3-yl)-2-(trifluoromethyl)-isonicotinamide